BrC1=CC(=C(C=C1)CCCCCCCC)F 4-Bromo-2-fluoro-1-octylbenzene